C(C)O[C@H]1C[C@H](C1)NC1=NN2C(C=N1)=C(C=C2)C2=NC1=CC=CN=C1C=C2 N-(cis-3-ethoxycyclobutyl)-5-(1,5-naphthyridin-2-yl)pyrrolo[2,1-f][1,2,4]triazin-2-amine